CC1=C(C=2N(C=C1C=1NC3=CC=C(C=C3C1C(C)C)C1CCN(CC1)C(=O)OCCN1CCCCC1)N=CN2)C 2-(piperidin-1-yl)ethyl 4-(2-(7,8-dimethyl-[1,2,4]triazolo[1,5-a]pyridin-6-yl)-3-isopropyl-1H-indol-5-yl)piperidine-1-carboxylate